Tert-butyl (3-((2-(1,1-dioxido-2,3-dihydrobenzo[f][1,4]thiazepine-4(5H)-yl)-6-methylquinazolin-4-yl)amino)cyclobutyl)carbamate O=S1(CCN(CC2=C1C=CC=C2)C2=NC1=CC=C(C=C1C(=N2)NC2CC(C2)NC(OC(C)(C)C)=O)C)=O